2-[[4-[3-(aminocarbonyl)-1-piperazinyl]-6-[[(3,4-dimethoxyphenyl)methyl]amino]-2-pyrimidinyl]amino]-4-methyl-5-thiazolecarboxylic acid, ethyl ester NC(=O)C1CN(CCN1)C1=NC(=NC(=C1)NCC1=CC(=C(C=C1)OC)OC)NC=1SC(=C(N1)C)C(=O)OCC